1-(5-Bromo-pyridin-3-yl)-cyclopentanecarboxylic Acid (5-bromo-pyrazin-2-yl)-amide BrC=1N=CC(=NC1)NC(=O)C1(CCCC1)C=1C=NC=C(C1)Br